3-(3-fluoro-3-(hydroxymethyl)cyclobutyl)quinazolin-4(3H)-one FC1(CC(C1)N1C=NC2=CC=CC=C2C1=O)CO